1-adamantyl carbamate C(N)(OC12CC3CC(CC(C1)C3)C2)=O